2-[4-[3-[1-(5-chloropyrimidin-2-yl)-4-piperidinyl]propoxy]-2-fluoro-phenyl]-1-[3-[[rac-(3s,4r)-3,4-dihydroxypyrrolidin-1-yl]methyl]azetidin-1-yl]ethanone ClC=1C=NC(=NC1)N1CCC(CC1)CCCOC1=CC(=C(C=C1)CC(=O)N1CC(C1)CN1C[C@@H]([C@@H](C1)O)O)F |r|